(R)-N-(4-(7-(8-ethynyl-7-fluoro-3-(2-hydroxypropan-2-yl)naphthalen-1-yl)-8-fluoro-2-((1-(morpholinomethyl)cyclopropyl)methoxy)pyrido[4,3-d]pyrimidin-4-yl)-1,4-oxazepan-6-yl)acrylamide C(#C)C=1C(=CC=C2C=C(C=C(C12)C1=C(C=2N=C(N=C(C2C=N1)N1CCOC[C@@H](C1)NC(C=C)=O)OCC1(CC1)CN1CCOCC1)F)C(C)(C)O)F